4-(9-ethyl-2-(5-phenyl-1,3,4-oxadiazol-2-yl)-8-(pyridin-4-yl)-9H-purin-6-yl)morpholine C(C)N1C2=NC(=NC(=C2N=C1C1=CC=NC=C1)N1CCOCC1)C=1OC(=NN1)C1=CC=CC=C1